palladium(III) methanesulfonate CS(=O)(=O)[O-].[Pd+3].CS(=O)(=O)[O-].CS(=O)(=O)[O-]